3-(thiophen-2-ylmethyl)benzoic acid methyl ester COC(C1=CC(=CC=C1)CC=1SC=CC1)=O